C(C)OC(=O)C=1N=C(SC1N[C@H]1CNC(C1)=O)C(F)(F)F (R)-5-((5-oxopyrrolidin-3-yl)amino)-2-(trifluoromethyl)thiazole-4-carboxylic acid ethyl ester